Methyl-N-{[2-(trimethylsilyl)ethoxy]carbonyl}-L-cysteinat COC([C@@H](NC(=O)OCC[Si](C)(C)C)CS)=O